C1(=C(C(=CC2=CC3=CC=CC=C3C=C12)S(=O)(=O)[O-])S(=O)(=O)[O-])S(=O)(=O)[O-].[Mg+2].C1(=C(C(=CC2=CC3=CC=CC=C3C=C12)S(=O)(=O)[O-])S(=O)(=O)[O-])S(=O)(=O)[O-].[Mg+2].[Mg+2] magnesium anthracenetrisulfonate